C(O)(O)=O.C(CC)[Li] propyl-lithium carbonate